FC(C(C(C(F)(F)F)(F)F)(F)F)(F)OC methyl (perfluorobutyl) ether